2-(6-(4-(((2-(2,6-dioxopiperidin-3-yl)-1,3-dioxoisoindolin-5-yl)methyl)(methyl)amino)piperidin-1-yl)-1-oxoisoindolin-2-yl)-2-(5-fluoro-2-hydroxyphenyl)-N-(thiazol-2-yl)acetamide O=C1NC(CCC1N1C(C2=CC=C(C=C2C1=O)CN(C1CCN(CC1)C1=CC=C2CN(C(C2=C1)=O)C(C(=O)NC=1SC=CN1)C1=C(C=CC(=C1)F)O)C)=O)=O